(R and S)-1-(1H-indazol-6-yl)spiro[2.2]pentane-1-carbonitrile N1N=CC2=CC=C(C=C12)[C@]1(CC12CC2)C#N |r|